(2-cyclopropyl-2,2-difluoro-ethyl) benzoate C(C1=CC=CC=C1)(=O)OCC(F)(F)C1CC1